5-fluoro-8-(4-fluorophenyl)-9-(2-methyl-5-oxo-4,5-dihydro-1H-imidazol-1-yl)-8,9-dihydro-2H-pyrido[4,3,2-de]phthalazin-3(7H)-one FC=1C=C2C=3C(=NNC(C3C1)=O)C(C(N2)C2=CC=C(C=C2)F)N2C(=NCC2=O)C